4-benzoyl-4-methyl-6-(4-propylphenyl)-5-hexynenitrile C(C1=CC=CC=C1)(=O)C(CCC#N)(C#CC1=CC=C(C=C1)CCC)C